COC=1C=C(CN(C=2OC=C(N2)CN2CCOCC2)CC2=CC(=CC=C2)N2CCN(CC2)C)C=CC1 N-(3-methoxybenzyl)-N-(3-(4-methylpiperazin-1-yl)benzyl)-4-(morpholinomethyl)oxazol-2-amine